3-(2-pyridinyl)phenol N1=C(C=CC=C1)C=1C=C(C=CC1)O